OB1OCC2=C1C=CC(=C2)\C=N\N(C=2C1=C(N=CN2)C(=CS1)C1=CC=CC=C1)C N-[(E)-(1-Hydroxy-3H-2,1-benzoxaborol-5-yl)methylenamino]-N-methyl-7-phenyl-thieno[3,2-d]pyrimidin-4-amin